BrC1=CC=C(C=C1)NC=1N(C(C(=C2N(C(N(C(C21)=O)C2CC2)=O)NC2=CC=CC=C2)C)=O)C 5-(4-bromo-phenylamino)-3-cyclopropyl-6,8-dimethyl-1-phenylamino-1H,6H-pyrido[4,3-d]pyrimidine-2,4,7-trione